2,2-dimethyl-propan-1-ol CC(CO)(C)C